3-(4-bromophenyl)-1H-pyrazole BrC1=CC=C(C=C1)C1=NNC=C1